N[C@@H]1C2=CC=CC=C2CC12CCN(CC2)C=2NC(C1=C(N2)NN=C1C1(CC1)C1=CC=C(C=C1)O)=O (S)-6-(1-amino-1,3-dihydrospiro[indene-2,4'-piperidine]-1'-yl)-3-(1-(4-hydroxyphenyl)cyclopropyl)-1,5-dihydro-4H-pyrazolo[3,4-d]pyrimidin-4-one